Cl.NCC(=O)C1=NN(C=C1C)C 2-amino-1-(1,4-dimethyl-1H-pyrazol-3-yl)ethan-1-one hydrogen chloride